ClC1=CC(=C(C(=C1)C)NC(=O)C1=CC(=NN1C1=NC=CC=C1Cl)OCF)C(=O)NC(C)(C)C N-[4-chloro-2-[[(1,1-dimethylethyl)-amino]carbonyl]-6-methylphenyl]-1-(3-chloro-2-pyridinyl)-3-(fluoromethoxy)-1H-pyrazole-5-carboxamide